C(C)OC(CC[C@H]1C=2N(C3=C(C(=N1)C1=NC=CC=C1)C=C(C=C3)Br)C(=CN2)C)=O.SCCCCCC L-6-mercaptohexane ethyl-3-[(4S)-8-bromo-1-methyl-6-(pyridin-2-yl)-4H-imidazo[1,2-a][1,4]benzodiazepin-4-yl]propanoate